7-ethyl-9-methyl-theophylline iodide salt [I-].C(C)N1CN(C=2N(C(N(C)C(C12)=O)=O)C)C